C(CCCCC)OC1=NSN=C1C=1C(N(C(CC1)(F)F)C(F)(F)F)(F)F 3-(hexyloxy)-4-(2,2,6,6-tetrafluoro-1-(trifluoromethyl)-1,2,5,6-tetrahydropyridin-3-yl)-1,2,5-thiadiazole